4-mercapto-2,6-diisobutylphenol SC1=CC(=C(C(=C1)CC(C)C)O)CC(C)C